(+)-4-[4,5-Bis(4-chlorophenyl)-2-(2-isopropoxy-4-methoxy-phenyl)-4,5-dihydro-imidazole-1-carbonyl]-piperazin-2-one ClC1=CC=C(C=C1)C1N=C(N(C1C1=CC=C(C=C1)Cl)C(=O)N1CC(NCC1)=O)C1=C(C=C(C=C1)OC)OC(C)C